pentoxyyttrium C(CCCC)O[Y]